C(C)(C)(C)OC(=O)/C=C/C1=CC=2C3=C(C=NC2C=C1)OC(N3C3=CC(=CC=C3)C(F)(F)F)=O (E)-8-(2-tert-butoxycarbonyl-vinyl)-1-[3-(trifluoromethyl)phenyl]oxazolo[5,4-c]quinolin-2(1h)-one